phosphorylisocyanate P(=O)(N=C=O)(N=C=O)N=C=O